N-ethyl-6-methyl-7-oxo-6,7-dihydro-1H-pyrrolo[2,3-c]pyridine-2-carboxamide C(C)NC(=O)C1=CC2=C(C(N(C=C2)C)=O)N1